cis-L-2-amino-1-hydroxycyclobutane-1-acetic acid N[C@H]1[C@@](CC1)(CC(=O)O)O